OCCNC(=O)C1=CC2=C(N(C(=N2)NC=2OC3=NC=CC=C3N2)C)C=C1 N-(2-hydroxyethyl)-1-methyl-2-(oxazolo[5,4-b]pyridin-2-ylamino)-1H-benzo[d]imidazole-5-carboxamide